ethyl (7S)-11-chloro-9-(2,6-difluorophenyl)-7-methyl-12-(trifluoromethyl)-2,3,5,8,13-pentazatricyclo[8.4.0.02,6]tetradeca-1(10),3,5,8,11,13-hexaene-4-carboxylate ClC=1C=2C(=N[C@H](C3=NC(=NN3C2C=NC1C(F)(F)F)C(=O)OCC)C)C1=C(C=CC=C1F)F